5-chloro-2-(4-fluoro-2-methyl-7-(piperidin-4-yl)benzo[d][1,3]dioxol-2-yl)pyridine TFA salt OC(=O)C(F)(F)F.ClC=1C=CC(=NC1)C1(OC2=C(O1)C(=CC=C2F)C2CCNCC2)C